methyl 6-[bis(t-Butoxycarbonyl) amino]-3-bromo-pyridine-2-carboxylate C(C)(C)(C)OC(=O)N(C1=CC=C(C(=N1)C(=O)OC)Br)C(=O)OC(C)(C)C